8-methoxy-2,6,8-trimethyl-6H-pyrrolo[2,3-g]quinazolin-7(8H)-one COC1(C(N(C=2C=C3C=NC(=NC3=CC21)C)C)=O)C